3-(2,6-difluoro-4-(3-(hydroxymethyl)-1-oxa-8-azaspiro[4.5]decan-8-yl)phenyl)piperidine-2,6-dione FC1=C(C(=CC(=C1)N1CCC2(CC(CO2)CO)CC1)F)C1C(NC(CC1)=O)=O